2-(3-(1-(3,4-dichlorophenyl)pyrrolidin-3-yl)-2-fluorophenyl)acetic acid ClC=1C=C(C=CC1Cl)N1CC(CC1)C=1C(=C(C=CC1)CC(=O)O)F